bis((1R,2S,5R)-2-isopropyl-5-methylcyclohexyl) (1R,2R)-cyclopropane-1,2-dicarboxylate [C@@H]1([C@@H](C1)C(=O)O[C@H]1[C@@H](CC[C@H](C1)C)C(C)C)C(=O)O[C@H]1[C@@H](CC[C@H](C1)C)C(C)C